C=C1OCC=CCO1 2-methylene-4,7-dihydro-1,3-dioxepine